1-{[4-(propan-2-yloxy)phenyl]carbonyl}piperidin CC(C)OC1=CC=C(C=C1)C(=O)N1CCCCC1